The molecule is a lignan with a dibenzocyclooctadiene skeleton isolated from Kadsura ananosma. It has a role as a neuroprotective agent and a plant metabolite. It is an acetate ester, an aromatic ether, a lignan, an enoate ester, an organic heterotetracyclic compound and an oxacycle. It derives from a tiglic acid. C/C=C(\\C)/C(=O)O[C@@H]1[C@H]([C@H]([C@H](C2=CC3=C(C(=C2C4=C(C(=C(C=C14)OC)OC)OC)OC)OCO3)OC(=O)C)C)C